C(C)(C)(C)OC(NS(=O)C1=CN=C(S1)C(C)(C)O)=O 2-(2-hydroxy-prop-2-yl)thiazol-5-ylsulfinyl-carbamic acid tert-butyl ester